4-(hydroxymethyl)-phenylboronic acid pinacol ester OCC1=CC=C(C=C1)B1OC(C)(C)C(C)(C)O1